Cl.Cl.N[C@H](C(=O)O)CCCNCCCCC(CC)N (S)-2-amino-5-((5-aminoheptyl)amino)pentanoic acid dihydrochloride